C1(=CC=CC=C1)C1=CC(C2=CC=CC=C12)=[Ru](Cl)(Cl)(Cl)Cl (3-phenyl-1H-inden-1-ylidene)ruthenium(VI) chloride